ClC=1C=CC(=C(C#N)C1)N[C@H](C)C=1C=C(C=C2C(C(=C(OC12)C=1C=NC=CC1)C)=O)C 5-Chloro-2-[[(1R)-1-[3,6-dimethyl-4-oxo-2-(3-pyridyl)chromen-8-yl]ethyl]amino]benzonitrile